FC1=CC=C(C=C1)C12CC(C1)(C2)C(CC(=O)NC2CCN(CC2)C)NC(C2=CN=CC=C2)=O N-(1-(3-(4-fluorophenyl)bicyclo[1.1.1]pentan-1-yl)-3-((1-methylpiperidin-4-yl)amino)-3-oxopropyl)nicotinamide